FC1=C(C(=CC(=C1)F)C1=CC2=C(NC(=N2)C)C=C1)C(C)(C)O 2-(2,4-difluoro-6-(2-methyl-1H-benzimidazol-5-yl)phenyl)propan-2-ol